[Si](C)(C)(C(C)(C)C)OCC(CO[Si](C)(C)C(C)(C)C)O 1,3-bis(t-butyldimethylsilyloxy)-2-propanol